N=S(=O)(C1=CC2=CN(N=C2C=C1)C=1C=NC=CC1)C(C)C imino(isopropyl)(2-(pyridin-3-yl)-2H-indazol-5-yl)-lambda6-sulfanone